FC(C=1C(=C(C=CC1)[C@@H](C)NC(=O)C1=CN(C(C=C1N[C@H]1CCN2CCC[C@H]2C1)=O)C1(CC1)C(F)F)F)F N-((R)-1-(3-(difluoromethyl)-2-fluorophenyl)ethyl)-1-(1-(difluoromethyl)cyclopropyl)-4-(((7S,8aS)-octahydroindolizin-7-yl)amino)-6-oxo-1,6-dihydropyridine-3-carboxamide